(6S,9R)-2,5,6,7,8,9-hexahydro-3H-6,9-epiminocyclohepta[c]pyridazin-3-one N=1NC(C=C2C1[C@H]1CC[C@@H](C2)N1)=O